2-Chloro-1-(3,3-difluoro-azetidin-1-yl)-ethanone ClCC(=O)N1CC(C1)(F)F